(5,22-difluoro-11-methyl-8,12-dioxa-18,20,23-triazatetracyclo[17.3.1.113,17.02,7]tetracosa-1(22),2,4,6,13,15,17(24),19(23),20-nonaen-15-yl)methyl-imino-methyl-oxo-λ6-sulfane FC1=CC=C2C3=C(C=NC(NC=4C=C(C=C(OC(CCOC2=C1)C)C4)CS(=O)(C)=N)=N3)F